bis(4-((1,3-bis(octanoyloxy)propan-2-yl)oxy)-4-oxobutyl)ammonium chloride [Cl-].C(CCCCCCC)(=O)OCC(COC(CCCCCCC)=O)OC(CCC[NH2+]CCCC(OC(COC(CCCCCCC)=O)COC(CCCCCCC)=O)=O)=O